BrC=1C=C2C(=NC1)NC=C2C2=CC=C(C=C2)C2CCN(CC2)C 5-bromo-3-(4-(1-methylpiperidin-4-yl)phenyl)-1H-pyrrolo[2,3-b]pyridine